4-(5,6,7,8-tetrahydro-1,8-naphthyridin-2-yl)butanoic acid hydrochloride Cl.N1=C(C=CC=2CCCNC12)CCCC(=O)O